C(#N)C=1C=CC(=NC1)N1CCN(CC1)C(CCNC(OC(C)(C)C)=O)=O tert-butyl N-[3-[4-(5-cyano-2-pyridyl)piperazin-1-yl]-3-oxo-propyl]carbamate